BrC1=NC=CC=C1C(F)F bromo-3-(difluoromethyl)pyridine